OC(C(=O)OCC)CC#C ethyl 2-hydroxypent-4-ynoate